tert-butyl (2S)-2-[({4-[3-(3-chloro-2-methylanilino)-4-oxo-4,5,6,7-tetrahydro-1H-pyrrolo[3,2-c]pyridin-2-yl]pyridin-3-yl}oxy)methyl]morpholine-4-carboxylate ClC=1C(=C(NC2=C(NC3=C2C(NCC3)=O)C3=C(C=NC=C3)OC[C@@H]3CN(CCO3)C(=O)OC(C)(C)C)C=CC1)C